4,5-diphenyl-1,2-dihydro-3H-pyrazolo[3,4-c]pyridazin-3-one C1(=CC=CC=C1)C1=C2C(=NN=C1C1=CC=CC=C1)NNC2=O